bis-(2-methyl-1-naphthoyl)phenyl-phosphine oxide CC1=C(C2=CC=CC=C2C=C1)C(=O)P(C1=CC=CC=C1)(C(=O)C1=C(C=CC2=CC=CC=C12)C)=O